CC1=NC=2C3=C(N(C(C2C=C1)([2H])[2H])C)C(=CC=C3)NC3=CC=NC=C3C(=O)NC([2H])([2H])[2H] 4-((2,6-dimethyl-5,6-dihydrobenzo[h][1,6]naphthyridin-7-yl-5,5-d2)amino)-N-(methyl-d3)nicotinamide